ClC=1C=C(C(=NC1)C1=C2C(=NC=C1)[C@H]1CC[C@@H](C2)O1)F (6S,9R)-4-(5-chloro-3-fluoroPyridin-2-yl)-6,7,8,9-tetrahydro-5H-6,9-epoxycyclohepta[b]Pyridine